3-bromo-5-methylazepan-2-one BrC1C(NCCC(C1)C)=O